C(CCCCCCC)OC(CCC(=O)OCCCCCCN(CCCCCOC(=O)OC(C)CCCCCCCCC)CCO)OCCCCCCCC 6-((2-hydroxyethyl)(5-(((undecan-2-yloxy)carbonyl)oxy)pentyl)amino)hexyl 4,4-bis(octyloxy)butanoate